N1(CCC1)CCC=1C(=CC(=NC1)OC)C(F)(F)F 5-(2-(azetidin-1-yl)ethyl)-2-methoxy-4-(trifluoromethyl)pyridine